FC1([C@@H]([C@H](CCC1)OC=1C=C2CN(C(C2=CC1)=O)C1C(NC(CC1)=O)=O)N1CC(C1)C1CCN(CC1)C(=O)C1(CCCC1)C)F 3-(5-(((1S,2R)-3,3-difluoro-2-(3-(1-(1-methylcyclopentane-1-carbonyl)piperidin-4-yl)azetidin-1-yl)cyclohexyl)oxy)-1-oxoisoindolin-2-yl)piperidine-2,6-dione